2-(6-{5-chloro-2-[(oxan-4-yl)amino]pyrimidin-4-yl}-1-oxo-2,3-dihydro-1H-isoindol-2-yl)-N-[1-(piperidin-3-yl)ethyl]acetamide HCl Cl.ClC=1C(=NC(=NC1)NC1CCOCC1)C1=CC=C2CN(C(C2=C1)=O)CC(=O)NC(C)C1CNCCC1